FC1CN(CCC1=O)C(=O)[O-] 3-fluoro-4-oxopiperidin-1-carboxylate